Cl.C12(CC3CC(CC(C1)C3)C2)C(C)N 1-(adamantan-1-yl)ethan-1-amine hydrochloride